COC1=CC=C(CN(C2=NC(=NN3C2=NC=C3C(O)C3=CC(=C(C=C3)OCCCN(C)C)F)OCCCC)CC3=CC=C(C=C3)OC)C=C1 (4-(bis(4-methoxybenzyl)amino)-2-butoxyimidazo[2,1-f][1,2,4]triazin-7-yl)(4-(3-(dimethylamino)propoxy)-3-fluorophenyl)methanol